N-[(4-methoxyphenyl)methyl]-2-[(2S)-2-methylpiperazin-1-yl]-8-(trifluoromethyl)pyrazolo[1,5-a][1,3,5]triazin-4-amine COC1=CC=C(C=C1)CNC1=NC(=NC=2N1N=CC2C(F)(F)F)N2[C@H](CNCC2)C